OC(=O)C(F)(F)F.FC1=CC=C(C=C1)C1C(C1)NCC=1N=C2N(CCN(C2)CCCC2=CC=C(C(=O)NO)C=C2)C1 4-(3-(2-(((2-(4-fluorophenyl)cyclopropyl)amino)methyl)-5,6-dihydroimidazo[1,2-a]pyrazin-7(8H)-yl)propyl)-N-hydroxybenzamide TFA Salt